(1R,2S,5S)-3-[(2S)-2-amino-3-(3-pyridyl)propanoyl]-6,6-dimethyl-3-azabicyclo[3.1.0]hexane-2-carboxylic acid N[C@H](C(=O)N1[C@@H]([C@H]2C([C@H]2C1)(C)C)C(=O)O)CC=1C=NC=CC1